1-(3-Methyl-1-Phenyl-1,3a-Dihydroimidazo[4,5-c]Pyrazol-5-yl)Thiourea CC=1C2C(N(N1)C1=CC=CC=C1)=NC(=N2)NC(=S)N